BrC1=NC=CC=C1CF 2-bromo-3-(fluoromethyl)pyridine